dicyclohexyl-phosphonoacetic acid tert-butyl ester C(C)(C)(C)OC(C(P(=O)(O)O)(C1CCCCC1)C1CCCCC1)=O